CN1N=CC(=C1)C1=CC=C2C(=N1)C(=CS2)C(=O)C2=CC=CC=C2 (5-(1-methyl-1H-pyrazol-4-yl)thieno[3,2-b]pyridin-3-yl)(phenyl)-methanone